(3S)-3-methyl-8-[5-(trifluoromethyl)-1,2,4-oxadiazol-3-yl]-2,3,4,5-tetrahydro-1,4-benzoxazepine C[C@H]1COC2=C(CN1)C=CC(=C2)C2=NOC(=N2)C(F)(F)F